4-pregnene-11β,17,21-triol C(C[C@]1(CC[C@H]2[C@@H]3CCC4=CCCC[C@]4(C)[C@H]3[C@H](C[C@]12C)O)O)O